(3r,4r)-1-(4-chloro-2,6-difluorophenyl)-4-{[(8-fluoro-2-oxo-1,2,3,4-tetrahydroquinolin-5-yl) oxy] methyl}-4-hydroxypiperidin-3-yl stearate C(CCCCCCCCCCCCCCCCC)(=O)O[C@@H]1CN(CC[C@@]1(O)COC1=C2CCC(NC2=C(C=C1)F)=O)C1=C(C=C(C=C1F)Cl)F